C(C)(=O)O[C@H]([C@@H](CNC(CC1=CC(=CC=C1)OC(C)=O)=O)OC(C)=O)[C@@H]1O[C@@](C[C@@H]([C@H]1NC(COC(C)=O)=O)OC(C)=O)(C(=O)OC)Cl (1R,2R)-1-((2R,3R,4S,6R)-4-acetoxy-3-(2-acetoxyacetamido)-6-chloro-6-(methoxycarbonyl)tetrahydro-2H-pyran-2-yl)-3-(2-(3-acetoxyphenyl)acetamido)propane-1,2-diyl diacetate